(Z)-N-{2-[3-chloro-5-(cyclopropylethynyl)-2-pyridyl]-2-(isopropoxyimino)ethyl}-3-(difluoromethyl)-1-methyl-1H-pyrazole-4-carboxamide ClC=1C(=NC=C(C1)C#CC1CC1)\C(\CNC(=O)C=1C(=NN(C1)C)C(F)F)=N/OC(C)C